NC1=NC=2C=C(C(=CC2C2=C1[C@H](OC2)C)C(=O)N(C)N2C1=C(OCC2)C=C2C(=C1)SC=N2)F (R)-4-amino-N-(6,7-dihydro-8H-thiazolo[5',4':4,5]benzo[1,2-b][1,4]oxazin-8-yl)-7-fluoro-N,3-dimethyl-1,3-dihydrofuro[3,4-c]quinoline-8-carboxamide